NCCNCCC[Si](OC)(OC)C N-(2-aminoethyl)-3-aminopropylmethyl-di-methoxysilane